5-(3-isopropyl-2-methyl-3H-imidazo[4,5-b]pyridin-5-yl)-7H-pyrrolo[2,3-d]pyrimidin-2-amine C(C)(C)N1C(=NC=2C1=NC(=CC2)C2=CNC=1N=C(N=CC12)N)C